(2S)-2-(methoxymethyl)-1-piperazinecarboxylic acid tert-butyl ester C(C)(C)(C)OC(=O)N1[C@@H](CNCC1)COC